[3-(1,10-phenanthroline-2-yl)phenyl]-4-methoxy-2-phenyl-1H-benzimidazole N1=C(C=CC2=CC=C3C=CC=NC3=C12)C=1C=C(C=CC1)N1C(=NC2=C1C=CC=C2OC)C2=CC=CC=C2